1,1'-([1,1'-biphenyl]-4,4'-diyl)bis{1-amino-4-[(E)-diazenyl]naphthalene-2-sulfonic acid} C1(=CC=C(C=C1)C1(C(C=C(C2=CC=CC=C12)\N=N\[H])S(=O)(=O)O)N)C1=CC=C(C=C1)C1(C(C=C(C2=CC=CC=C12)\N=N\[H])S(=O)(=O)O)N